(P)-7-FLUORO-1-(5-FLUORO-2-METHOXY-4-((1R,2R)-2-(TRIFLUOROMETHYL)CYCLOPROPYL)PHENYL)-N-(ISOXAZOL-3-YL)-N-(4-METHOXYBENZYL)-2-OXO-1,2-DIHYDROQUINOLINE-6-SULFONAMIDE FC1=C(C=C2C=CC(N(C2=C1)C1=C(C=C(C(=C1)F)[C@H]1[C@@H](C1)C(F)(F)F)OC)=O)S(=O)(=O)N(CC1=CC=C(C=C1)OC)C1=NOC=C1